N1(N=CC=C1)C1=CC=C(CN2C3=NC(=NC=C3NC2=O)C2=C(C=CC=C2)OCCC)C=C1 9-(4-(1H-pyrazol-1-yl)benzyl)-2-(2-propoxyphenyl)-7,9-dihydro-8H-purin-8-one